(2S)-2-[3,5-dichloro-4-[[3-(3,4-difluorophenyl)-4-hydroxy-phenyl]methyl]phenoxy]propanoic acid ClC=1C=C(O[C@H](C(=O)O)C)C=C(C1CC1=CC(=C(C=C1)O)C1=CC(=C(C=C1)F)F)Cl